2-methyl-5-oxohept-3,6-dien-2-yl acetate C(C)(=O)OC(C)(C=CC(C=C)=O)C